5-hydroxydifluoromethylpyridin OC=1C=CC(=NC1)C(F)F